NCCCN(C(=O)C1CCN(CC1)C(C1=C(C=C(C=C1)NC=1C=2N(C=CN1)C(=CN2)C2=CC(=C(C=C2)OC)F)C)=O)C N-(3-aminopropyl)-1-[4-[[3-(3-fluoro-4-methoxyphenyl)imidazo[1,2-a]pyrazin-8-yl]amino]-2-methylbenzoyl]-N-methylpiperidine-4-carboxamide